FC=1C=C(C=C(C1)F)C(C=1C=C2C(=NNC2=CC1)N)(F)F 5-((3,5-difluorophenyl)difluoromethyl)-1H-indazol-3-amine